(R)-1-(3-chlorophenyl)ethyl (1-methyl-4-(6-methyl-5-(methylsulfonamido) pyridin-2-yl)-1H-1,2,3-triazol-5-yl)carbamate CN1N=NC(=C1NC(O[C@H](C)C1=CC(=CC=C1)Cl)=O)C1=NC(=C(C=C1)NS(=O)(=O)C)C